COC1=CC(=C(S1)C1=C(C(=O)O)C=CC=C1)C1=C(C(=CC=C1)F)F 2-(5-(methoxy)-3-(2,3-difluorophenyl)thiophen-2-yl)benzoic acid